C(C)(C)(C)N1[C@H](C=C(C1)C1CC1)C 1-(tert-butyl)2-methyl-(S)-4-cyclopropyl-2,5-dihydro-1H-pyrrole